C(C(=C)C)(=O)OC1(CCCCC1)CC ls-1-Ethylcyclohexyl methacrylate